C(C1=CC=CC=C1)OCCCO[C@H]1CN(CCCC1)C(=O)OC(C)(C)C tert-butyl (R)-3-(3-(benzyloxy)propoxy)azepane-1-carboxylate